[K].N(=[N+]=[N-])CCN1CC(C1)S(=O)(=O)NC(NC1=C2CCCC2=CC=2CCCC12)=O 1-(2-Azidoethyl)-N-((1,2,3,5,6,7-hexahydro-s-indacen-4-yl)carbamoyl)azetidine-3-sulfonamide, Potassium Salt